1-(2-amino-6-methoxybenzo[d]thiazole-4-carbonyl) cyclobutylformate C1(CCC1)C(=O)OC(=O)C=1C=C(C=C2C1N=C(S2)N)OC